diisobutyl perylene-3,9-dicarboxylate C1=CC(=C2C=CC=C3C4=CC=C(C5=CC=CC(C1=C23)=C45)C(=O)OCC(C)C)C(=O)OCC(C)C